ClC1=NC=C(C(=C1)N1C[C@H](CCC1)O)I (S)-1-(2-chloro-5-iodopyridin-4-yl)piperidin-3-ol